S(OC1=CC=C(C=C1)OCC1=C(C=C(C=C1F)N1N=C(N=C1)C#N)F)(=O)(=O)F 4-((4-(3-cyano-1H-1,2,4-triazol-1-yl)-2,6-difluorobenzyl)oxy)phenyl sulfurofluoridate